FC=1C=C2C(=NC1)CN(C2)C(=O)NC2=CC=C(C=C2)C=2CCN(CC2)C(C(C)(C)O)=O 3-fluoro-N-(4-(1-(2-hydroxy-2-methylpropanoyl)-1,2,3,6-tetrahydropyridin-4-yl)phenyl)-5,7-dihydro-6H-pyrrolo[3,4-b]pyridine-6-carboxamide